2-ethyl-2,3-dihydrothiophene tert-butyl-2-[[(1S,3S)-3-[[3-chloro-5-(1-ethylpropyl)pyrazolo[1,5-a]pyrimidin-7-yl]amino]cyclopentyl]amino]acetate C(C)(C)(C)OC(CN[C@@H]1C[C@H](CC1)NC1=CC(=NC=2N1N=CC2Cl)C(CC)CC)=O.C(C)C2SC=CC2